(2,3,4,5,6-Pentafluorophenyl) 6-chloro-3-[(1R)-1-[3,6-dimethyl-2-(2-methylpyrimidin-5-yl)-4-oxo-chromen-8-yl]ethoxy]pyridine-2-sulfonate ClC1=CC=C(C(=N1)S(=O)(=O)OC1=C(C(=C(C(=C1F)F)F)F)F)O[C@H](C)C=1C=C(C=C2C(C(=C(OC12)C=1C=NC(=NC1)C)C)=O)C